COC1=CC=C(C=N1)OC1CCN(CC1)C1=C(C=C2C(=N1)CN(C2)C(=O)OCC)C ethyl 2-(4-((6-methoxypyridin-3-yl)oxy)piperidin-1-yl)-3-methyl-5,7-dihydro-6H-pyrrolo[3,4-b]pyridine-6-carboxylate